9-chloro-7-(5-fluoroindol-1-yl)-3-methyl-2,3,4,5-tetrahydro-1,4-benzoxazepine ClC1=CC(=CC=2CNC(COC21)C)N2C=CC1=CC(=CC=C21)F